CC1NCC12CCN(CC2)C(=O)OC(C)(C)C tert-butyl 3-methyl-2,7-diazaspiro[3.5]nonane-7-carboxylate